CC1=CC=CC(=N1)C=1N=CC2=C(N1)N(CC2)C2=CC=NC=C2C#N 4-(2-(6-methylpyridin-2-yl)-5,6-dihydro-7H-pyrrolo[2,3-d]pyrimidin-7-yl)nicotinonitrile